O[C@@H](CN1CCC(CC1)SCC1=NC2=C(C=CC=C2C(N1)=O)C)CO (S)-2-(((1-(2,3-Dihydroxypropyl)piperidin-4-yl)thio)methyl)-8-methylquinazolin-4(3H)-one